ClC1=CNC2=NC=C(N=C21)C=2C=C1CCN(CC1=C(C2)[C@H]2NCCOC2)C(=O)N2CC1CCC(C2)N1C (6-(7-chloro-5H-pyrrolo[2,3-b]pyrazin-2-yl)-8-((R)-morpholin-3-yl)-3,4-dihydroisoquinolin-2(1H)-yl)(8-methyl-3,8-diazabicyclo[3.2.1]oct-3-yl)methanone